3-((R)-2-methylbut-3-enoylamino)-[2,4'-bipyridine] C[C@@H](C(=O)NC=1C(=NC=CC1)C1=CC=NC=C1)C=C